8-(6-(3-(dimethylamino)propoxy)pyridin-3-yl)-7-fluoro-3-methyl-1-(tetrahydro-2H-pyran-4-yl)-1,3-dihydro-2H-imidazo[4,5-c]cinnolin-2-one CN(CCCOC1=CC=C(C=N1)C1=CC=2C3=C(N=NC2C=C1F)N(C(N3C3CCOCC3)=O)C)C